((2-oxo-2,3-dihydro-1H-benzo[d]imidazol-5-yl)carbamoyl)-1,2,3,4-tetrahydroquinoline-5-carboxylic acid methyl ester COC(=O)C=1C=2CCCN(C2C=CC1)C(NC1=CC2=C(NC(N2)=O)C=C1)=O